ClC=1C=CC(=C(C1)C=1C=C(C=2OCCNC2N1)NC1=C(C=NC=C1)C(=O)NCCN(CC(=O)OC)C)F methyl 2-({2-[(4-{[6-(5-chloro-2-fluorophenyl)-2H,3H,4H-pyrido[3,2-b][1,4]oxazin-8-yl]-amino}pyridin-3-yl)formamido]ethyl}(methyl)amino)-acetate